N1(CCCC1)[C@H]1COC2=CC=CC=C2[C@@H]1NC1=CC=CC=2N(C(=NC21)C(F)(F)F)COCC[Si](C)(C)C N-((3R,4S)-3-(pyrrolidin-1-yl)chroman-4-yl)-2-(trifluoromethyl)-1-((2-(trimethylsilyl)ethoxy)methyl)-1H-benzo[d]imidazol-4-amine